ClC1=C(C(=O)N2COC3=C(C2)C=CC=C3C3=CC(=C(C(=O)O)C=C3)N3CCSCC3)C(=CC(=C1)C=1C=NN(C1)C)Cl 4-[3-[2,6-dichloro-4-(1-methylpyrazol-4-yl)benzoyl]-2,4-dihydro-1,3-benzoxazin-8-yl]-2-thiomorpholine-4-ylbenzoic acid